CC(C(=O)N1CCNCC1)C 2-methyl-1-piperazin-1-yl-propan-1-one